methyl 2-(2-bromo-5-(trifluoromethyl)phenyl)-2-cyanoacetate BrC1=C(C=C(C=C1)C(F)(F)F)C(C(=O)OC)C#N